(6-bromopyridin-2-yl)-6-cyclopropyl-7-methoxyimidazo[1,2-b]pyridazine BrC1=CC=CC(=N1)C=1N=C2N(N=C(C(=C2)OC)C2CC2)C1